OC=1C=CC=2C(=C3C=CC=4C=CC=C5C=CC(C2)=C3C54)C1 9-hydroxy-benzo(a)pyrene